5-chloro-N-((1S,3R)-3-(2-(2-fluorophenyl)-6-(1H-1,2,4-triazol-3-yl)-1H-imidazo[4,5-c]pyridin-1-yl)cyclohexyl)-2-hydroxybenzamide ClC=1C=CC(=C(C(=O)N[C@@H]2C[C@@H](CCC2)N2C(=NC=3C=NC(=CC32)C3=NNC=N3)C3=C(C=CC=C3)F)C1)O